tert-butyl 2-methyl 4-(1-(2-chloro-4-((3-(4-(cyanomethoxy)-2,3-difluorophenyl)imidazo[1,2-a]pyrazin-8-yl)amino)benzoyl)piperidine-4-carbonyl)piperazine-1,2-dicarboxylate ClC1=C(C(=O)N2CCC(CC2)C(=O)N2CC(N(CC2)C(=O)OC(C)(C)C)C(=O)OC)C=CC(=C1)NC=1C=2N(C=CN1)C(=CN2)C2=C(C(=C(C=C2)OCC#N)F)F